(S)-2-amino-N-((3-(7-ethyl-7-hydroxy-8,11-dioxo-7,8,11,13-tetrahydro-10H-[1,3]dioxolo[4,5-g]pyrano[3',4':6,7]indolizino[1,2-b]quinolin-14-yl)propoxy)methyl)acetamide NCC(=O)NCOCCCC1=C2C(=NC=3C=C4C(=CC13)OCO4)C4=CC1=C(C(N4C2)=O)COC([C@]1(O)CC)=O